8-chloro-7-[(2-methyl-3H-benzimidazol-5-yl)oxy]-2-[1-[2-[1-(oxetan-3-yl)-4-piperidinyl]ethyl]pyrazol-4-yl]quinoxaline ClC=1C(=CC=C2N=CC(=NC12)C=1C=NN(C1)CCC1CCN(CC1)C1COC1)OC1=CC2=C(N=C(N2)C)C=C1